Cl.FC(C=1C=CC(=NC1)[C@@H](C)N)F (R)-1-(5-(difluoromethyl)pyridin-2-yl)ethane-1-amine hydrochloride